C1=CC=CC=2C3=CC=CC=C3C(C12)COC(=O)N[C@H](C(=O)O)CCCN1C(=NC=C1)[N+](=O)[O-] (S)-2-((((9H-fluoren-9-yl)methoxy)carbonyl)amino)-5-(2-nitro-1H-imidazol-1-yl)pentanoic acid